COC=1C=C(C=CC1OC)C=1N=C2N(C=CN=C2)C1NC1=CC=C(C(=O)N)C=C1 4-[[2-(3,4-dimethoxy-phenyl)imidazo[1,2-a]pyrazin-3-yl]amino]benzamide